[Si](C)(C)(C(C)(C)C)OCC(C=1OC=CN1)NS(=O)C(C)(C)C N-(2-((tert-butyldimethylsilyl)oxy)-1-(oxazol-2-yl)ethyl)-2-methylpropane-2-sulfinamide